2-amino-4-chloro-1,3-benzenediol NC1=C(C=CC(=C1O)Cl)O